ClC1=CC=C(OCC23CCC(CC2)(N3)[C@@H](O)C3=CC(=CC=C3)F)C=C1 (S)-{4-[(p-chlorophenoxy)methyl]-7-azabicyclo[2.2.1]hept-1-yl}(m-fluorophenyl)methanol